C(C)OC(=O)C1=C(SC=2CN(CCC21)C(=O)OC(C)(C)C)N 2-amino-4,5-dihydrothieno[2,3-c]pyridine-3,6(7H)-dicarboxylic acid 6-tert-butyl 3-ethyl ester